5-dimethylaminonaphthalene CN(C1=C2C=CC=CC2=CC=C1)C